O[C@@H]1[C@@H](COC1)N1C(C=CC=C1)COC=1C=CC2=C(C=C(O2)C)C1 N-(cis-4-hydroxytetrahydrofuran-3-yl)-2-methyl-5-(pyridin-2-ylmethoxy)benzofuran